3-morpholinopropyl 6-[3-(6-methyl-2-pyridyl)-1H-pyrazol-4-yl]-1,5-naphthyridine-4-carboxylate CC1=CC=CC(=N1)C1=NNC=C1C=1N=C2C(=CC=NC2=CC1)C(=O)OCCCN1CCOCC1